BrC=1C=C(C=C(C1OC)F)C(C)O 1-(3-bromo-5-fluoro-4-methoxyphenyl)ethanol